5-cyclopropyl-3-((7-methoxy-1-methyl-6-(pyrazolo[1,5-a]pyrazin-3-yloxy)-1H-imidazo[4,5-b]pyridin-2-yl)amino)-1-(2-methoxyethyl)pyridin-2(1H)-one C1(CC1)C=1C=C(C(N(C1)CCOC)=O)NC=1N(C=2C(=NC=C(C2OC)OC=2C=NN3C2C=NC=C3)N1)C